(3R)-3-[(3-amino-4-quinolyl)amino]-2,5-dimethyl-hexan-2-ol NC=1C=NC2=CC=CC=C2C1N[C@@H](C(C)(O)C)CC(C)C